5-nitro-2-[(5-nitro-2-pyridyl)disulfanyl]pyridine [N+](=O)([O-])C=1C=CC(=NC1)SSC1=NC=C(C=C1)[N+](=O)[O-]